ClC=1C=C(C=CC1N1C(N(C=C1)C)=O)C1=C(C(=CC(=C1)F)C1=CC(=NC=C1)N1C[C@H]([C@@H](CC1)O)NC(OC(C)(C)C)=O)OC tert-butyl ((3R,4R)-1-(4-(3'-chloro-5-fluoro-2-methoxy-4'-(3-methyl-2-oxo-2,3-dihydro-1H-imidazol-1-yl)-[1,1'-biphenyl]-3-yl)pyridin-2-yl)-4-hydroxypiperidin-3-yl)carbamate